CO[C@@H]1CC2=CCCN2C1 (2R,7aS)-2-methoxytetrahydro-1H-pyrrolizin